C(CCC)OC(C(CC(=O)OCCCC)CNC(C1=CC=CC=C1)C)=O (((alpha-methylbenzyl)amino)methyl)succinic acid dibutyl ester